diketo-pyrrolopyrrole O=C1C(N=C2C=CN=C21)=O